Cl.Cl.CN1CCC(CC1)N1CCNCC1 1-(1-methylpiperidin-4-yl)piperazine dihydrochloride